trans-4-dodecenoic acid C(CC\C=C\CCCCCCC)(=O)O